N-(2-bromo-4-methoxy-6-nitrophenyl)-N-ethyl-2,2,2-trifluoroacetamide BrC1=C(C(=CC(=C1)OC)[N+](=O)[O-])N(C(C(F)(F)F)=O)CC